5-bromo-2-(2-(4-methoxyphenyl)-1H-benzimidazol-5-yl)isoindolin-1-one BrC=1C=C2CN(C(C2=CC1)=O)C1=CC2=C(NC(=N2)C2=CC=C(C=C2)OC)C=C1